N-((S)-(4,4-difluorocyclohexyl)(5-(((S)-2-oxo-4-(trifluoromethyl)imidazolidin-1-yl)methyl)-benzo[d]oxazol-2-yl)methyl)-3-ethylisoxazole-4-carboxamide FC1(CCC(CC1)[C@H](NC(=O)C=1C(=NOC1)CC)C=1OC2=C(N1)C=C(C=C2)CN2C(N[C@@H](C2)C(F)(F)F)=O)F